ClC1=NN(C=C1C1=NC=CC(=N1)NC=1N=CC2=C(C=CC(=C2C1)C(C)C)N1[C@@H]([C@H](C1)CS(=O)(=O)C)C)C1CC(C1)O (1s,3s)-3-(3-Chloro-4-(4-((5-isopropyl-8-((2R,3S)-2-methyl-3-((methanesulfonyl)methyl)azetidin-1-yl)isoquinolin-3-yl)amino)pyrimidin-2-yl)-1H-pyrazol-1-yl)cyclobutan-1-ol